tert-butyl 7-((5-(4-(tert-butoxycarbonyl)piperazin-1-yl)pyridin-2-yl) amino)-4-(1H-imidazol-1-yl)-1-oxoisoindoline-2-carboxylate C(C)(C)(C)OC(=O)N1CCN(CC1)C=1C=CC(=NC1)NC=1C=CC(=C2CN(C(C12)=O)C(=O)OC(C)(C)C)N1C=NC=C1